NC1=CC=C(C=N1)/C=C/C(=O)NCC=1OC2=C(C1)C=C(C=C2C(F)(F)F)C2=NC=C(C=C2)C(=O)N2CC(CC2)(C)F (E)-3-(6-amino-pyridin-3-yl)-N-((5-(5-(3-fluoro-3-methyl-pyrrolidine-1-carbonyl)pyridin-2-yl)-7-(trifluoro-methyl)benzofuran-2-yl)methyl)acrylamide